CC(CCCCC)=O E-2-heptanone